(2R,6R)-N-(5,5-difluoro-3-piperidinyl)-6-methyl-4-[8-(trifluoromethyl)-5-quinolinyl]morpholine-2-carboxamide FC1(CC(CNC1)NC(=O)[C@H]1CN(C[C@H](O1)C)C1=C2C=CC=NC2=C(C=C1)C(F)(F)F)F